2,2'-methylenebis(4,6-di-t-butylphenyl) phosphate sodium salt [Na+].P1(=O)(OC2=C(C=C(C=C2C(C)(C)C)C(C)(C)C)CC2=C(C(=CC(=C2)C(C)(C)C)C(C)(C)C)O1)[O-]